ClC=1C=C(C=CC1Cl)C=1N=C(SC1SC(C)C)N1N=C(C(=C1C(=O)O)C1=CN=C2N1C=CC=C2)C 1-(4-(3,4-dichlorophenyl)-5-(isopropylthio)thiazol-2-yl)-4-(imidazo[1,2-a]pyridin-3-yl)-3-methyl-1H-pyrazole-5-carboxylic acid